tert-butyl N-[(3R,6S)-6-[2-(3-cis-hydroxycyclobutyl)triazol-4-yl]tetrahydropyran-3-yl]carbamate OC1(CCC1)N1N=CC(=N1)[C@@H]1CC[C@H](CO1)NC(OC(C)(C)C)=O